6-Methyl-5-(4,4,5,5-tetramethyl-1,3,2-dioxaborolan-2-yl)-2,3-dihydrobenzofuran-4-ol CC=1C=C2C(CCO2)=C(C1B1OC(C(O1)(C)C)(C)C)O